7-fluoro-3-iodo-4-methoxy-1-((2-(trimethylsilyl)ethoxy)methyl)-1H-indazole FC=1C=CC(=C2C(=NN(C12)COCC[Si](C)(C)C)I)OC